CC1(COCC[C@@H]1C1=NC2=CC=C(C=C2C=C1)C=C)C 2-[(4S)-3,3-dimethyltetrahydropyran-4-yl]-6-vinyl-quinoline